C(C)(C)(C)NC1=C(C2=CC=CC=C2C=C1C1=CC=C(C=C1)C)C#N 2-tert-butylamino-3-(4-methylphenyl)-1-naphthalonitrile